CN1CCN(CC1)C1=CC2=C(SC(=C2)C(=O)O)C=C1 5-(4-methylpiperazine-1-yl)benzo[b]thiophene-2-carboxylic acid